CN(C=1C2=C(N=CN1)NC(=C2)C=2C=C(C(=O)OC)C=CC2)CC2CCOCC2 Methyl 3-(4-(methyl((tetrahydro-2H-pyran-4-yl)methyl)amino)-7H-pyrrolo[2,3-d]pyrimidin-6-yl)benzoate